1-(4-fluoro-2-meth-ylphenyl)-3-(6-methoxy-2-meth-ylpyridin-3-yl)-6-(trifluoromethyl)-2,3-dihydropteridin-4(1H)-one FC1=CC(=C(C=C1)N1CN(C(C2=NC(=CN=C12)C(F)(F)F)=O)C=1C(=NC(=CC1)OC)C)C